tert-butyl N-methyl-N-[3-[4-[[2-[(4-methylthieno[3,2-b]pyrrole-5-carbonyl)amino]phenyl]methoxy]phenoxy] propyl]carbamate CN(C(OC(C)(C)C)=O)CCCOC1=CC=C(C=C1)OCC1=C(C=CC=C1)NC(=O)C1=CC2=C(N1C)C=CS2